ClC1=CC=C(COC2=NN=C(S2)NC(C2=CN=CC=C2C2=C(C=CC=C2)C(F)(F)F)=O)C=C1 N-(5-((4-chlorobenzyl)oxy)-1,3,4-thiadiazol-2-yl)-4-(2-(trifluoromethyl)phenyl)nicotinamide